C(#C)C1=C(C=CC=C1)C(=O)O ethynylphenyl-carboxylic acid